2-amino-7-oxoheptanoate NC(C(=O)[O-])CCCCC=O